CN(CC(=O)NC1=CC=C(C=C1)C#CC#CC1=CC=CC=C1)C 2-(dimethylamino)-N-[4-(4-phenylbuta-1,3-diynyl)phenyl]acetamide